CN=C1CCN(C2=CC=C(C=C12)C=1C=NN(C1)C)C1=NC(=CC2=CC=CC=C12)C(=O)O 1-[4-methylimino-6-(1-methyl-1H-pyrazol-4-yl)-3,4-dihydro-2H-quinolin-1-yl]-isoquinoline-3-carboxylic acid